C(C(CO)(C(=O)O)N)O The molecule is a serine derivative in which the alpha-hydrogen of serine is replaced by a hydroxymethyl group. It is an aminodiol, a dihydroxy monocarboxylic acid and a serine derivative.